2-(Trifluoromethyl)pyridine-3-carboxamide FC(C1=NC=CC=C1C(=O)N)(F)F